((R)-1-((1S,2S,4R)-4-(4-fluorophenyl)-2-(1H-pyrazol-1-yl)cyclopentyl)piperidin-3-yl)carbamic acid tert-butyl ester C(C)(C)(C)OC(N[C@H]1CN(CCC1)[C@@H]1[C@H](C[C@@H](C1)C1=CC=C(C=C1)F)N1N=CC=C1)=O